FC1CN(C1)C1=CC(=C(C=C1)F)N1N=C2N=CC(=CC2=C1)C(F)(F)F 3-fluoro-N-{4-fluoro-3-[5-(trifluoromethyl)-2H-pyrazolo[3,4-b]pyridin-2-yl]phenyl}azetidine